4-(bis(2-methoxyethyl)amino)phenethylcarbamic acid tert-butyl ester C(C)(C)(C)OC(NCCC1=CC=C(C=C1)N(CCOC)CCOC)=O